C(C)OCC1=CC(=C(C(=C1)OC)C1=C2C=NN(C2=C(C=C1)CCC(=O)O)C)OC 3-(4-(4-(ethoxymethyl)-2,6-dimethoxyphenyl)-1-methyl-1H-indazol-7-yl)propionic acid